FC1=CC=C(C=C1)C(=O)C1=CNC=2N=C(N=C(C21)NC21C[C@@H]3C([C@@H](CC(C2)C3)C1)O)NC1=CC=C(C=C1)N1CCN(CC1)C (4-fluorophenyl)(4-(((1s,3R,4s,5S,7s)-4-hydroxyadamantan-1-yl)amino)-2-((4-(4-methylpiperazin-1-yl)phenyl)Amino)-7H-pyrrolo[2,3-d]pyrimidin-5-yl)methanone